N=1N=C(NC1)C1CN(CC1)C(=O)N1CC(C1)C1=CC=C(C=C1)N1CC(C1)OCC(F)(F)F [3-(4H-1,2,4-Triazol-3-yl)pyrrolidin-1-yl]-[3-[4-[3-(2,2,2-trifluoroethoxy)azetidin-1-yl]phenyl]azetidin-1-yl]methanone